2-fluoro-3,4-dichloronitrobenzene FC1=C(C=CC(=C1Cl)Cl)[N+](=O)[O-]